NC1=NC=C2N(C(N(C2=N1)[C@@H]1O[C@@H]([C@@H]([C@H]1O)F)[C@H](CC)O)=O)C[C@@H](C)O 2-amino-9-((2r,3s,4r,5r)-4-fluoro-3-hydroxy-5-((S)-1-hydroxypropyl)tetrahydrofuran-2-yl)-7-((R)-2-hydroxypropyl)-7,9-dihydro-8H-purin-8-one